C(C1=CC=CC=C1)SC1=NC=C(C=C1)[N+](=O)[O-] 2-(benzylsulfanyl)-5-nitropyridine